3-chloro-N-(1-methylcyclopropyl)quinoline-6-sulfonamide diethyl-3-bromobenzylphosphonate C(C)C(C1=CC(=CC=C1)Br)(P(O)(O)=O)CC.ClC=1C=NC2=CC=C(C=C2C1)S(=O)(=O)NC1(CC1)C